NC1=NN2C(C(=CC(=C2)Br)C(=O)NC(C)C)=N1 2-amino-6-bromo-N-(propan-2-yl)[1,2,4]triazolo[1,5-a]pyridine-8-carboxamide